(1H-benzotriazole-1-yloxy)tris(pyrrolidinyl)phosphonium hexafluorophosphate F[P-](F)(F)(F)(F)F.N1(N=NC2=C1C=CC=C2)O[P+](N2CCCC2)(N2CCCC2)N2CCCC2